[Na+].P([O-])([O-])([O-])=S.[Na+].[Na+] (S)-thiophosphoric acid sodium salt